C(C)OC(CCC1(CCC1)OC(F)(F)F)=O 3-[3-Cis-(trifluoromethoxy)cyclobutyl]propionic acid ethyl ester